[Pt+2].C(C)(C)[Si](C(C(=O)CCCC)C(C)=O)(OC)OC.C(C)(C)[Si](C(C(=O)CCCC)C(C)=O)(OC)OC bis[2-(isopropyldimethoxysilyl)1-butyl-1,3-butanedione] platinum (II)